5-((7-(5-(2-(benzyloxy)-4-fluorophenoxy)pyrimidin-4-yl)-2,7-diazaspiro[4.4]nonan-2-yl)methyl)-1,3-dihydro-2H-benzo[d]imidazol-2-one C(C1=CC=CC=C1)OC1=C(OC=2C(=NC=NC2)N2CC3(CCN(C3)CC3=CC4=C(NC(N4)=O)C=C3)CC2)C=CC(=C1)F